C(C1=CC=CC=C1)N1CCN(C2=CC=CC=C12)C(CC(C)C)=O 1-(4-benzyl-3,4-dihydroquinoxalin-1(2H)-yl)-3-methylbutan-1-one